cyclopropane-carboxaldehyde C1(CC1)C=O